6-(7'-chloro-8'-fluoro-2-oxospiro[oxazolidine-4,4'-thiochroman]-3-yl)-5-(difluoromethoxy)nicotinonitrile ClC1=CC=C2C3(CCSC2=C1F)N(C(OC3)=O)C3=NC=C(C#N)C=C3OC(F)F